CC1=CC(=NO1)NS(=O)(=O)C2=CC=C(C=C2)N The molecule is an isoxazole (1,2-oxazole) compound having a methyl substituent at the 5-position and a 4-aminobenzenesulfonamido group at the 3-position. It has a role as an antibacterial agent, an antiinfective agent, an epitope, an EC 2.5.1.15 (dihydropteroate synthase) inhibitor, an antimicrobial agent, a P450 inhibitor, an EC 1.1.1.153 [sepiapterin reductase (L-erythro-7,8-dihydrobiopterin forming)] inhibitor, an environmental contaminant, a xenobiotic and a drug allergen. It is a sulfonamide, a member of isoxazoles, a substituted aniline and a sulfonamide antibiotic. It derives from a sulfanilamide.